manganous trioxide [O-]O[O-].[Mn+2]